FC1(CCC(CC1)NC1=CC(=CC(=N1)C(N)=S)COC)F 6-((4,4-difluorocyclohexyl)amino)-4-(methoxymethyl)pyridine-2-carbothioamide